C(C)(=O)[O-].C(C)(=O)O.C(C)(=O)[O-].C(C)(=O)[O-].C(C1=CC=CC=C1)NCCNCCN.[Eu+3] europium benzyldiethylenetriamine tetraacetate